N-[(3-chloro-5-fluoro-phenyl)methyl]-4-(3-pyridyl)aniline ClC=1C=C(C=C(C1)F)CNC1=CC=C(C=C1)C=1C=NC=CC1